N-{(R)-4-[(3R,4R,5S)-3-amino-4-hydroxy-5-methylpiperidin-1-yl]-7-hydroxy-6,7-dihydro-5H-cyclopenta[b]pyridin-3-yl}-6-(2,6-difluorophenyl)-5-fluoropyridinecarboxamide monohydrochloride Cl.N[C@@H]1CN(C[C@@H]([C@H]1O)C)C1=C2C(=NC=C1NC(=O)C1=NC(=C(C=C1)F)C1=C(C=CC=C1F)F)[C@@H](CC2)O